E-N-acetyllysine CC(=O)NCCCC[C@@H](C(=O)O)N